C12[C@H](CC(CC1)O2)CN2C[C@@H]1[C@H](C2)CC(C1)NC=1N=NC(=CC1C#N)C1=CC2=CN(N=C2C=C1)C 3-(((3aR,5s,6aS)-2-(((2R)-7-oxabicyclo[2.2.1]heptan-2-yl)methyl)octahydro-cyclopenta[c]pyrrol-5-yl)amino)-6-(2-methyl-2H-indazol-5-yl)pyridazine-4-carbonitrile